COC1=C(C=C2N=C3CCCCC3=C(C2=C1)NC(C)C)COCCN1CCCC1 7-methoxy-N-(propan-2-yl)-6-{[2-(pyrrolidin-1-yl)ethoxy]methyl}-1,2,3,4-tetrahydroacridin-9-amine